C(CC)OC(OCCC)[SiH2]C1=C(C=CC=C1)C(=C)C dipropoxymethyl-(2-isopropenylphenyl)silane